tert-butyl (1R,2S,5S)-2-(4-(4,4,5,5-tetramethyl-1,3,2-dioxaborolan-2-yl)phenyl)-8-oxa-3-azabicyclo[3.2.1]octane-3-carboxylate CC1(OB(OC1(C)C)C1=CC=C(C=C1)[C@H]1[C@H]2CC[C@@H](CN1C(=O)OC(C)(C)C)O2)C